tert-butyl (2S)-3-(2-bromo-1,3-oxazol-4-yl)-2-[(diphenylmethylidene)amino]propanoate BrC=1OC=C(N1)C[C@@H](C(=O)OC(C)(C)C)N=C(C1=CC=CC=C1)C1=CC=CC=C1